(4-bromo-2-chlorophenyl)(phenyl)methanone BrC1=CC(=C(C=C1)C(=O)C1=CC=CC=C1)Cl